C(C)(=O)OC\C=C\CCCCC trans-2-octenyl acetate